hydroxy-6,6-dimethyl-6H-dibenzo[b,d]pyran OC1=CC=CC=2OC(C3=C(C21)C=CC=C3)(C)C